tert-butyl (2S)-2-[2-(1,3-dioxoisoindol-2-yl)ethyl]piperidine-1-carboxylate O=C1N(C(C2=CC=CC=C12)=O)CC[C@H]1N(CCCC1)C(=O)OC(C)(C)C